dicyclopentanyl acrylate C=CC(=O)OC1CC2CC1C3C2CCC3